ClC1=C(C(=CC=C1)Cl)C(C)O 1-(2,6-dichlorophenyl)ethanol